ClC=1N=C(C2=C(N1)C(N(CC2)C(=O)OC(C)(C)C)=O)Cl Tert-butyl 2,4-dichloro-8-oxo-5,8-dihydropyrido[3,4-d]pyrimidine-7(6H)-carboxylate